Racemic-4-Ethyl-2-(7-fluoro-4-isopropyl-2-(o-tolyl)-1,2,3,4-tetrahydroquinolin-6-yl)-5-(hydroxymethyl)-2,4-dihydro-3H-1,2,4-triazol-3-one C(C)N1C(N(N=C1CO)C=1C=C2C(CC(NC2=CC1F)C1=C(C=CC=C1)C)C(C)C)=O